C(C)(C)(C)OC(=O)N1C2CC(CC1CCC2)NC2=C1C=CC=NC1=CC(=N2)Cl (3-Exo)-3-((7-chloro-1,6-naphthyridin-5-yl)amino)-9-azabicyclo[3.3.1]nonane-9-carboxylic acid tert-butyl ester